2-(4-(7-(cyclopropylethynyl)-1-methyl-2,3-dioxo-2,3-dihydropyrido[2,3-b]pyrazine-4(1H)-yl)piperidin-1-yl)pyrimidine-5-carbonitrile C1(CC1)C#CC1=CC2=C(N(C(C(N2C)=O)=O)C2CCN(CC2)C2=NC=C(C=N2)C#N)N=C1